ClC1=CC=C(C=C1)NNC(=O)C1(CC2(C1)CC(C2)(F)F)NC(=O)C=2C(=NN(C2)C)C(F)F N-(2-(2-(4-chlorophenyl)hydrazine-1-carbonyl)-6,6-difluorospiro[3.3]heptane-2-yl)-3-(difluoromethyl)-1-methyl-1H-pyrazole-4-carboxamide